C1(CC1)C1=NC=NC(=C1C1=NN2C(N(CCC2)CC2=CC=C(C=C2)C=2N(C=C(N2)C(F)(F)F)CC)=C1)OC 2-(4-cyclopropyl-6-methoxypyrimidin-5-yl)-4-(4-(1-ethyl-4-(trifluoromethyl)-1H-imidazol-2-yl)benzyl)-4,5,6,7-tetrahydropyrazolo[1,5-a]pyrimidine